BrC1=C(C=C2C(=NC(=NC2=C1OC1CC1)N1CC(CC1)N(C)C)N1CCN(CC1)C(=O)OC(C)(C)C)Cl tert-butyl 4-(7-bromo-6-chloro-8-cyclopropoxy-2-(3-(dimethylamino)pyrrolidin-1-yl) quinazolin-4-yl)piperazin-1-carboxylate